C(C)C1(CS(C2=C(N(C1)C1=CC=CC=C1)C=C(C(=C2)OC[C@@](C(=O)O)(C)F)SC)(=O)=O)CC (R)-3-((3,3-diethyl-7-(methylthio)-1,1-dioxido-5-phenyl-2,3,4,5-tetrahydro-1,5-benzothiazepin-8-yl)oxy)-2-fluoro-2-methylpropanoic acid